ClC=1C(=CC=C2N=CC(=NC12)C=1C=NN(C1)C(CC(=O)N)(C)C)OC=1C=CC2=C(N(C(=N2)C)COCC[Si](C)(C)C)C1 3-(4-(8-chloro-7-((2-methyl-1-((2-(trimethylsilyl)ethoxy)methyl)-1H-benzo[d]imidazol-6-yl)oxy)quinoxalin-2-yl)-1H-pyrazol-1-yl)-3-methylbutanamide